C(C=C)(=O)[Ni]=O.[Ni].[Mo] molybdenum-nickel alloyl-nickel oxide